N-[(1H-benzimidazol-2-yl)methyl]-1-cyclopentyl-6-cyclopropyl-1H-pyrazolo[3,4-b]pyrazin-3-amine N1C(=NC2=C1C=CC=C2)CNC2=NN(C1=NC(=CN=C12)C1CC1)C1CCCC1